OC1C(CCCC1)N1CCC(CC1)CN1N=C(C=CC1=O)N1N=CC=C1 2-[[1-(2-hydroxycyclohexyl)piperidin-4-yl]methyl]-6-pyrazol-1-ylpyridazin-3-one